CC1=CN(C2=NC=CC(=C21)C=2C=NN1C2CN(CC1)C(=O)[O-])COCC[Si](C)(C)C 3-(3-methyl-1-{[2-(trimethylsilyl)ethoxy]methyl}-1H-pyrrolo[2,3-b]pyridin-4-yl)-6,7-dihydropyrazolo[1,5-a]pyrazine-5(4H)-carboxylate